3a-Hydroxy-1-(3-hydroxyphenyl)-6-methyl-3,3a-dihydro-1H-pyrrolo[2,3-b]quinolin-4(2H)-on OC12C(=NC3=CC=C(C=C3C1=O)C)N(CC2)C2=CC(=CC=C2)O